hydroxy-phenyl-acetic acid 2-[2-hydroxy-ethoxy]-ethyl ester OCCOCCOC(C(C1=CC=CC=C1)O)=O